NCCNCCC[Si](OC(C)C)(OC(C)C)OC(C)C γ-(2-aminoethyl)aminopropyltriisopropoxysilane